3-(7-aminothiazolo[5,4-d]pyrimidin-2-yl)-4-methyl-pyrrolidin NC=1C2=C(N=CN1)SC(=N2)C2CNCC2C